SCC(=O)C1=CN=C(S1)C1(CCNCC1)O sulfanyl-1-[2-(4-hydroxy-4-piperidyl)thiazol-5-yl]ethanone